(S)-1-(1-(7,8-difluoro-1-oxo-1,2-dihydroisoquinolin-4-yl)ethyl)-1-(pyridin-3-yl)urea FC1=CC=C2C(=CNC(C2=C1F)=O)[C@H](C)N(C(=O)N)C=1C=NC=CC1